CC(CC)(C)C 3,3-dimethylbutan